C1(CC1)[C@H]1N(CC[C@H]1NC)C(=O)OC(C)(C)C tert-butyl (2R,3R)-2-cyclopropyl-3-(methylamino)pyrrolidine-1-carboxylate